N=1C=NN2C1C=CC=C2C(C)OCC(=O)N2CC1CCC(C2)N1C1=NC=C(C#N)C=C1 Racemic-6-(3-(2-(1-([1,2,4]triazolo[1,5-a]pyridin-5-yl)ethoxy)acetyl)-3,8-diazabicyclo[3.2.1]octan-8-yl)nicotinonitrile